C(C)OC1=C(C(=NC=2CCCCC12)C)C=1C=NC(=CC1)Cl 4-Ethoxy-3-(6-chloropyridin-3-yl)-2-methyl-5,6,7,8-tetrahydroquinoline